BrC1=C(C=C(OC2CC3(C2)CCNCC3)C=C1)C 2-(4-bromo-3-methyl-phenoxy)-7-azaspiro[3.5]nonane